C\C(=C/C(O)([2H])[2H])\CCC=C(C)C (E)-3,7-dimethyl-octa-2,6-diene-1,1-d2-1-ol